C1(CCCCC1)CCCCCCO[C@H]1[C@@H]([C@H]([C@@H]([C@H](O1)CO)O[C@H]1O[C@@H]([C@H]([C@@H]([C@H]1O)O)O)CO)O)O (2R,3R,4S,5S,6R)-2-[(2R,3S,4R,5R,6R)-6-(6-cyclohexylhexoxy)-4,5-dihydroxy-2-(hydroxymethyl)oxan-3-yl]oxy-6-(hydroxymethyl)oxane-3,4,5-triol